The molecule is a carbohydrate acid anion that is the conjugate base of 3,6-anhydro-L-galactonic acid, obtained by deprotonation of the carboxy group; major species at pH 7.3. It has a role as a marine metabolite. It derives from a L-galactonate. C1[C@@H]([C@H]([C@@H](O1)[C@@H](C(=O)[O-])O)O)O